7-morpholinoquinolin-2(1H)-one O1CCN(CC1)C1=CC=C2C=CC(NC2=C1)=O